3-fluoro-5-[(1S,3R)-2,2,3-trifluoro-1-hydroxy-7-(trifluoromethylsulfanyl)indan-4-yl]oxy-benzonitrile FC=1C=C(C#N)C=C(C1)OC1=C2[C@H](C([C@H](C2=C(C=C1)SC(F)(F)F)O)(F)F)F